2,2-diethyl-6-(4,4,5,5-tetramethyl-1,3,2-dioxaborolan-2-yl)chroman-4-one Benzyl-3-[(2S,6R)-6-methyl-4-(4-nitrophenyl)sulfonyl-morpholin-2-yl]azetidine-1-carboxylate C(C1=CC=CC=C1)OC(=O)N1CC(C1)[C@H]1CN(C[C@H](O1)C)S(=O)(=O)C1=CC=C(C=C1)[N+](=O)[O-].C(C)C1(OC2=CC=C(C=C2C(C1)=O)B1OC(C(O1)(C)C)(C)C)CC